COC1=C(C(=O)C2=CC=CC=C2C1=O)OC The molecule is a naphthoquinone that is 1,4-naphthoquinone bearing two methoxy substituents at positions 2 and 3. Redox-cycling agent that induces intracellular superoxide anion formation and, depending on the concentration, induces cell proliferation, apoptosis or necrosis. Used to study the role of ROS in cell toxicity, apoptosis, and necrosis. It derives from a 1,4-naphthoquinone.